copper (I) tetrakis(acetonitrile) tetrafluoroborate F[B-](F)(F)F.C(C)#N.C(C)#N.C(C)#N.C(C)#N.[Cu+]